1-(3-(3-amino-6-(2-hydroxyphenyl)pyridazin-4-yl)-3,8-diazabicyclo[3.2.1]octan-8-yl)ethan-1-one NC=1N=NC(=CC1N1CC2CCC(C1)N2C(C)=O)C2=C(C=CC=C2)O